[Cl-].CC(CC[NH3+])(C)C trimethylpropan-1-aminium chloride